C(C)(C)OC(=O)C1=CC2=C(N(C=N2)C2CC2)C=C1F 1-cyclopropyl-6-fluoro-1H-benzo[d]Imidazole-5-carboxylic acid isopropyl ester